FC(C(=O)NCCC1=CC=C(C=C1)OC)(F)F 2,2,2-trifluoro-N-(4-methoxyphenethyl)acetamide